N-imidazolide diphosphate [O-]P([O-])(=O)OP(=O)([O-])[O-].[N-]1C=NC=C1